2,2,4,4,6,6,8,8-octamethyl-1,3,5,7,2,4,6,8-tetraoxatetrasilocane C[Si]1(O[Si](O[Si](O[Si](O1)(C)C)(C)C)(C)C)C